FC(C(C(S(=O)(=O)S(=O)(=O)[O-])(F)F)(F)F)(C(F)(F)F)F nonafluoro-1-butanesulfonyl-sulfonate